2-fluoro-N-[8-methyl-6-(2-methylthiazol-5-yl)-1-isoquinolyl]-4-(5-methyl-1,3,4-thiadiazol-2-yl)-N-[(3R)-3-piperidyl]benzamide FC1=C(C(=O)N([C@H]2CNCCC2)C2=NC=CC3=CC(=CC(=C23)C)C2=CN=C(S2)C)C=CC(=C1)C=1SC(=NN1)C